5-(trifluoro-methyl)oxazole-4-carbaldehyde FC(C1=C(N=CO1)C=O)(F)F